(R)-N-(4-(chlorodifluoromethoxy)phenyl)-6-(3-hydroxypyrrolidin-1-yl)-5-(isoThiazole-4-ylamino)nicotinamide ClC(OC1=CC=C(C=C1)NC(C1=CN=C(C(=C1)NC=1C=NSC1)N1C[C@@H](CC1)O)=O)(F)F